P(O)(=O)(OP(=O)(O)OP(=O)(O)O)OC[C@@H]1[C@H]([C@H]([C@@H](O1)N1C=NC=2C(=O)NC(N)=NC12)O)OC(C=1C(NC)=CC=CC1)=O 3'-O-(N-methyl-anthraniloyl)-guanosine-5'-triphosphate